Bis(2,2,3,3,4,4,4-heptafluoro-1-butyl) phenyl phosphate P(=O)(OCC(C(C(F)(F)F)(F)F)(F)F)(OCC(C(C(F)(F)F)(F)F)(F)F)OC1=CC=CC=C1